COC(=O)C1CC2C(C2C1)(F)F 6,6-difluoro-bicyclo[3.1.0]hexane-3-carboxylic acid methyl ester